ClC=1N=NC(=C2C1OC=C2)C2=C(C=C(C=C2)C(F)(F)F)OC 7-chloro-4-(2-methoxy-4-(trifluoromethyl)phenyl)furo[2,3-d]pyridazine